[3-(1-methyl-2-oxo-ethyl)phenyl]cyclopropanecarboxylic acid CC(C=O)C=1C=C(C=CC1)C1(CC1)C(=O)O